N-((6-(2,6-dichloro-3,5-dimethoxyphenyl)-8-oxo-7,8-dihydropyrido[3,4-d]pyrimidin-2-yl)methyl)acryl-amide ClC1=C(C(=C(C=C1OC)OC)Cl)C1=CC2=C(N=C(N=C2)CNC(C=C)=O)C(N1)=O